(4,4-difluoropiperidin-3-yl)methanol FC1(C(CNCC1)CO)F